C(CCC)OC(=C)C=1C=C(C=C2C(N(C(=NC12)C1CCOCC1)C)=O)Cl 8-(1-butoxyvinyl)-6-chloro-3-methyl-2-(tetrahydro-2H-pyran-4-yl)quinazolin-4(3H)-one